C1(CCCC1)OC1=NC(=NC(=C1)NCCC1=CNC2=CC=CC=C12)C=1C=C(C=NC1)C#N 5-[4-(cyclopentyloxy)-6-[2-(1H-indol-3-yl)ethylamino]Pyrimidin-2-yl]Pyridine-3-carbonitrile